C(C)(C)(C)OC(=O)N1CCC(CC1)CNS(=O)(=O)C1=CC=C(C=C1)[C@H]1[C@@H](C1)C(=O)O trans-2-(4-(N-((1-(tert-butoxycarbonyl)piperidin-4-yl)methyl)sulfamoyl)phenyl)cyclopropane-1-carboxylic acid